NC1=C(C(=C(C(=C1C(N)=O)F)C=1C=C(COC(C=C)=O)C=CC1)C1=NC(=CC(=C1C(F)(F)F)C)N(CC1=CC=C(C=C1)OC)CC1=CC=C(C=C1)OC)F.BrC1=CC(=C(C=C1F)C(C)=O)F 1-(4-bromo-2,5-difluorophenyl)ethanone 3-(4-amino-2-(6-(bis(4-methoxybenzyl)amino)-4-methyl-3-(trifluoromethyl)pyridin-2-yl)-5-carbamoyl-3,6-difluorophenyl)benzyl-acrylate